C(C1=CC=CC=C1)SC1=NC=C(C=C1)F 2-(benzylthio)-5-fluoropyridine